[Br-].Cl.NCC1=[N+](C2=C(N1CC)C=C(C=C2)C(F)(F)F)CC2=CC=CC=C2 2-(aminomethyl)-3-benzyl-1-ethyl-6-(trifluoromethyl)-1H-1,3-benzodiazole-3-ium hydrochloride bromide